NC=1C(=NC(=CN1)C1CCOCC1)C=1C=C2CCN(C2=C(C1)C#N)C(CC1=CC(=CC=C1)Cl)=O 5-(3-amino-6-(tetrahydro-2H-pyran-4-yl)pyrazin-2-yl)-1-(2-(3-chlorophenyl)acetyl)indoline-7-carbonitrile